FC(S(=O)(=O)OC1=CC=C(C=C1)C1=C(C2=CC=C(C=C2CC1)OC)C1=CC=C(C=C1)N1CCN(CC1)C(C)C)(F)F 4-(1-(4-(4-Isopropylpiperazin-1-yl)phenyl)-6-methoxy-3,4-dihydronaphthalen-2-yl)phenyl trifluoromethanesulfonate